COC(NCCNC(=O)C1CN(C(O1)C(F)(F)F)C1=CC(=C(C=C1)C#N)C(F)(F)F)=O Methyl-(2-(3-(4-cyano-3-(trifluoromethyl)phenyl)-2-(trifluoromethyl)oxazolidin-5-carboxamido)ethyl)carbamat